C(C)(C)(C)OC(=O)N1N=CC(=C1)B(O)O [1-(tert-butoxycarbonyl)-1H-pyrazol-4-yl]boronic acid